COC1CC(C1)=O 3-methoxycyclobutan-1-one